α,α,4-trifluoro-2-pyridinepropanoic acid FC(C(=O)O)(CC1=NC=CC(=C1)F)F